C1(CC1)C=1C(=CC(N2C(CSC12)C(=O)O)=O)CC1=C2C=CB(NC2=CC=C1)C 7-Cyclopropyl-6-[(2-methyl-1-aza-2-bora-1H-naphth-5-yl)methyl]-4-oxo-1-thia-3a-aza-3-indancarboxylic acid